(5S,7R)-N-(2,4-difluorobenzyl)-5-fluoro-12-hydroxy-1,11-dioxo-1,4,5,6,7,11-hexahydro-3H-2,7-methanopyrido[1,2-a][1,4]diazonine-10-carboxamide FC1=C(CNC(=O)C=2C(C(=C3N([C@@H]4C[C@H](CCN(C3=O)C4)F)C2)O)=O)C=CC(=C1)F